N-{(5S)-8-chloro-1-[trans-4-(pyridin-2-yloxy)cyclohexyl]-5,6-dihydro-4H-[1,2,4]triazolo[4,3-a][1]benzazepin-5-yl}-3,3-difluorocyclobutanecarboxamide ClC=1C=CC2=C(C[C@@H](CC=3N2C(=NN3)[C@@H]3CC[C@H](CC3)OC3=NC=CC=C3)NC(=O)C3CC(C3)(F)F)C1